1,3-Bis(palmitoyloxy)propan-2-yl (2-(4-(((1S,4S)-4-(3,4-dichlorophenyl)-1,2,3,4-tetra-hydronaphthalen-1-yl)(methyl)amino)-2-methyl-4-oxobutan-2-yl)-3,5-dimethylphenyl) succinate C(CCC(=O)OC1=C(C(=CC(=C1)C)C)C(C)(CC(=O)N(C)[C@H]1CC[C@H](C2=CC=CC=C12)C1=CC(=C(C=C1)Cl)Cl)C)(=O)OC(COC(CCCCCCCCCCCCCCC)=O)COC(CCCCCCCCCCCCCCC)=O